CN1[C@H]2CCC3=C([C@@H]2C=2C=CC=C(C2C1)F)C=C(C(=C3)O)O (6aS,12bR)-(-)-N-methyl-4-fluoro-10,11-dihydroxy-5,6,6a,7,8,12b-hexahydrobenzo[a]phenanthridine